methylthiomethyl-(phenyldimethylsilane) CSC[Si](C)(C)C1=CC=CC=C1